C1(=CC=CC=C1)[C@H]1N[C@H]1C1=CC=CC=C1 (2R,3S)-2,3-diphenylaziridine